IC=1C(=C(C=NC1)OCC(F)(F)F)N 5-iodo-3-(2,2,2-trifluoroethoxy)pyridin-4-amine